3-(4-Benzylpiperazin-1-yl)-N-(naphthalen-1-yl)propanamide tert-Butyl-N-(cyclobutylmethyl)-N-prop-2-ynyl-carbamate C(C)(C)(C)OC(N(CC#C)CC1CCC1)=O.C(C1=CC=CC=C1)N1CCN(CC1)CCC(=O)NC1=CC=CC2=CC=CC=C12